ONC(C(=C)C1=CC=CC=C1)=O N-hydroxy-phenylacrylamide